CS(=O)(=O)NC1CCN(CC1)C(=O)C1=C(C=C(C=C1)NC(=O)C1CC1)N1CCCC1 N-[4-[4-(methanesulfonamido)piperidine-1-carbonyl]-3-pyrrolidin-1-ylphenyl]cyclopropanecarboxamide